1-N-dodecyl-2-pyrrolidone C(CCCCCCCCCCC)N1C(CCC1)=O